(2R,4S)-N-(5-(1-amino-3-cyclopropyl-1-(pyridin-4-yl)propyl)-2-fluorophenyl)-4-hydroxy-4-phenylpyrrolidine NC(CCC1CC1)(C1=CC=NC=C1)C=1C=CC(=C(C1)N1CC[C@@](C1)(C1=CC=CC=C1)O)F